C(C)(=O)OCC[N+](C)(C)C 2-(acetyloxy)-N,N,N-trimethylethanaminium